2-(5-(Benzyloxy)-1-isopropyl-1H-pyrazol-4-yl)pyrimidin-4-amine C(C1=CC=CC=C1)OC1=C(C=NN1C(C)C)C1=NC=CC(=N1)N